C(C)(C)(C)OC(=O)N1[C@H](CN(C[C@H]1C)C1=C(C=C(C=2N=CC=NC12)C(=O)OC)F)C methyl 8-[(3S,5R)-4-tert-butoxycarbonyl-3,5-dimethyl-piperazin-1-yl]-7-fluoro-quinoxaline-5-carboxylate